4-(4-(bis(4-fluorophenyl)methyl)-3-(hydroxymethyl)piperazin-1-yl)-6-bromo-1-methyl-2-oxo-1,2-dihydro-1,5-naphthyridine-3-carbonitrile FC1=CC=C(C=C1)C(N1C(CN(CC1)C1=C(C(N(C2=CC=C(N=C12)Br)C)=O)C#N)CO)C1=CC=C(C=C1)F